(R)-2-(2,6-dioxopiperidin-3-yl)-4-(2-fluoro-4-((3-morpholinoazetidin-1-yl)methyl)benzylamino)-isoindoline-1,3-dione O=C1NC(CC[C@H]1N1C(C2=CC=CC(=C2C1=O)NCC1=C(C=C(C=C1)CN1CC(C1)N1CCOCC1)F)=O)=O